1-(4-fluorophenyl)vinyloxy-trimethyl-silane FC1=CC=C(C=C1)C(=C)O[Si](C)(C)C